(5-bromo-2-methyl-pyrimidin-4-yl)-6-chloro-phthalazin-5-amine BrC=1C(=NC(=NC1)C)C1=NN=CC=2C(=C(C=CC12)Cl)N